3-benzyl-3-methyl-4-(3-piperazin-1-ylphenyl)-1H-pyrrolo[2,3-b]pyridin-2-one dihydrochloride Cl.Cl.C(C1=CC=CC=C1)C1(C(NC2=NC=CC(=C21)C2=CC(=CC=C2)N2CCNCC2)=O)C